chloro-N,6'-dimethyl-[2,4'-bipyridine] ClC1=C(N(CC=C1)C)C1=CC=NC(=C1)C